N-(6-bromo-3-methyl-2-pyridyl)-2-[3-methyl-5-(1-piperidylsulfonyl)indol-1-yl]propanamide BrC1=CC=C(C(=N1)NC(C(C)N1C=C(C2=CC(=CC=C12)S(=O)(=O)N1CCCCC1)C)=O)C